(Z)-3-(3-((1-(5-(4-Methylpyridin-3-yl)-2-oxo-1H-pyrrolo[2,3-c]pyridin-3(2H)-ylidene)ethyl)amino)-1H-pyrazol-1-yl)propanenitrile CC1=C(C=NC=C1)C=1C=C/2C(=CN1)NC(\C2=C(\C)/NC2=NN(C=C2)CCC#N)=O